BrC1=CC2=C(C(=NNC2=O)C)N=C1 3-bromo-8-methyl-6H-pyrido[2,3-d]pyridazin-5-one